C1(CCCCC1)NC(OC1=CC(=C(C=C1)OC(F)F)C1=CC(=CC=C1)S(N)(=O)=O)=O [4-(difluoromethoxy)-3-(3-sulfamoylphenyl)phenyl] N-cyclohexylcarbamate